2-(2-methylthiazol-5-yl)-1-p-toluenesulfonyl-1H-pyrrole CC=1SC(=CN1)C=1N(C=CC1)S(=O)(=O)C1=CC=C(C)C=C1